Tert-Butyl N-[2-[2-[2-(2-azidoethoxy)ethoxy]ethoxy]ethyl]carbamate N(=[N+]=[N-])CCOCCOCCOCCNC(OC(C)(C)C)=O